C1(CCCCC1)C[C@H](C(=O)N1CC2(CCCC2)C(CC1)(O)CN1C=C(C=CC1=O)C(=O)N(C)C)C 1-((7-((R)-3-Cyclohexyl-2-methylpropanoyl)-10-hydroxy-7-azaspiro[4.5]decan-10-yl)methyl)-N,N-dimethyl-6-oxo-1,6-dihydropyridin-3-carboxamid